Cl.C(C)(C)C1=C(C=CC=C1)[C@H]1N(CCC1)C1CC2(C1)CCNCC2 2-[(2S)-2-(2-isopropylphenyl)pyrrolidin-1-yl]-7-azaspiro[3.5]nonane hydrochloride